C(C)(C)(C)OC(=O)NC1OCCC(C1)C(=O)N (tert-butyloxycarbonyl)aminotetrahydro-2H-pyran-4-carboxamide